C(C)(C)(C)OC(=O)N1CCN(CC1)C1=CC(=C(C=C1)N)C(N)=O 4-(4-amino-3-carbamoylphenyl)piperazine-1-carboxylic acid tert-butyl ester